(S)-5-(4-(4-fluoropyrazolo[1,5-a]pyridin-2-yl)-1,4,6,7-tetrahydro-5H-imidazo[4,5-c]pyridin-5-yl)-N-isobutylpyrazine-2-carboxamide FC=1C=2N(C=CC1)N=C(C2)[C@H]2N(CCC1=C2N=CN1)C=1N=CC(=NC1)C(=O)NCC(C)C